5'-(4-acetamido-2,6-dichlorophenoxy)-2'-hydroxy-[1,1'-biphenyl]-3-carboxamide C(C)(=O)NC1=CC(=C(OC=2C=CC(=C(C2)C2=CC(=CC=C2)C(=O)N)O)C(=C1)Cl)Cl